COC(=O)C1NCCN(C1)C=1N=NC(=CC1)OCC=1C(=NOC1C)C1=CC=C(C=C1)F 4-(6-((3-(4-fluorophenyl)-5-methylisoxazol-4-yl)methoxy)pyridazin-3-yl)piperazine-2-carboxylic acid methyl ester